silver(I) 6-(tert-butoxy)-6-oxohexanoate C(C)(C)(C)OC(CCCCC(=O)[O-])=O.[Ag+]